FC1=CC=C(C=C1)C=1C(=NC(=NC1C(F)(F)F)N1[C@H](CC1)C)N1C[C@@H]2C([C@@H]2C1)CC(=O)O 2-((1R,5S,6R)-3-(5-(4-fluorophenyl)-2-((S)-2-methylazetidin-1-yl)-6-(trifluoromethyl)pyrimidin-4-yl)-3-azabicyclo[3.1.0]hex-6-yl)acetic acid